C(C)OCCOC1=NC=CC(=C1)C=1C(=NC=CC1)OC=1C=C(C=C(C1)OC)NC(C)=O N-(3-((2'-(2-ethoxyethoxy)-[3,4'-bipyridin]-2-yl)oxy)-5-methoxyphenyl)acetamide